trideca-4,8-dien CCCC=CCCC=CCCCC